N,N-diMethylbenzylamine CN(C)CC1=CC=CC=C1